ClC1=C(C(=CC=C1)OC)SCC(=O)C1=C(C=C(C=C1)C1=NOC(=N1)C(F)(F)F)F 2-((2-chloro-6-methoxyphenyl)thio)-1-(2-fluoro-4-(5-(trifluoromethyl)-1,2,4-oxadiazol-3-yl)phenyl)ethan-1-one